(4-{9-[(3R)-3-Aminopiperidin-1-yl]-5,6,7,8-tetrahydroacridin-2-yl}pyridin-2-yl)cyclopropanecarboxamide hydrochloride Cl.N[C@H]1CN(CCC1)C=1C=2CCCCC2N=C2C=CC(=CC12)C1=CC(=NC=C1)C1(CC1)C(=O)N